2-(5-(1-((1R,2S,3R,5S)-2-fluoro-8-azabicyclo[3.2.1]octan-3-yl)vinyl)pyrazin-2-yl)-5-(1H-imidazol-1-yl)phenol F[C@@H]1[C@H]2CC[C@@H](C[C@@H]1C(=C)C=1N=CC(=NC1)C1=C(C=C(C=C1)N1C=NC=C1)O)N2